3-(2-(4-(3-(aminomethyl)phenyl)piperidin-1-yl)-2-oxoethyl)-7,8-dihydroxy-4-methyl-2H-chromen-2-one NCC=1C=C(C=CC1)C1CCN(CC1)C(CC=1C(OC2=C(C(=CC=C2C1C)O)O)=O)=O